4,4-bis(fluoromethyl)-1-hexene FCC(CC=C)(CC)CF